COC=1C(=C(C=CC1)\C(=C/C1=NC=C(C=C1)OCCOC)\S(=O)(=O)C1=CC=CC=C1)C (E)-2-(2-(3-methoxy-2-methylphenyl)-2-(phenylsulfonyl)vinyl)-5-(2-methoxyethoxy)pyridine